C(C)C1N=CNCC1 4-ethyl-1,4,5,6-tetrahydropyrimidine